tert-Butyl (2-((3-(2-isopropyl-2,3-dihydro-1H-pyrrolo[3,4-c]pyridin-6-yl)-1,2,4-thiadiazol-5-yl)amino)-5-(trifluoromethyl)pyridin-3-yl)(methyl)carbamate C(C)(C)N1CC=2C=NC(=CC2C1)C1=NSC(=N1)NC1=NC=C(C=C1N(C(OC(C)(C)C)=O)C)C(F)(F)F